C(C1=CC=CC=C1)O[C@H]1[C@@H](O[C@@H]([C@H]1OCC1=CC=CC=C1)COCC1=CC=CC=C1)C1=COC2=C1N=C(N=C2OC)OC 7-[(2S,3S,4R,5R)-3,4-bis(benzyloxy)-5-[(benzyloxy)methyl]oxolan-2-yl]-2,4-dimethoxyfuro[3,2-d]pyrimidine